ClC1=CC=C(C(=N1)C(=O)NS(=O)(=O)C)N[C@H](C)C=1C=C(C=C2C(N(C(=NC12)C=1C(=NC=CC1)C)C)=O)C (R)-6-chloro-3-((1-(3,6-dimethyl-2-(2-methylpyridin-3-yl)-4-oxo-3,4-dihydroquinazolin-8-yl)ethyl)amino)-N-(methylsulfonyl)picolinamide